SC[C@H]1CN(CCC1)C(=O)OC(C)(C)C tert-butyl (3R)-3-(sulfanylmethyl)piperidine-1-carboxylate